ClC=1C=CC(=C(C1)[C@@H]1[C@H](C1)C(=O)NC1=NC=NC(=C1)NCC=1N=C2N(C=C(C=C2)C2CC2)C1)OC |r| rac-(1S*,2S*)-2-(5-chloro-2-methoxyphenyl)-N-(6-(((6-cyclopropylimidazo[1,2-a]pyridin-2-yl)methyl)amino)pyrimidin-4-yl)cyclopropane-1-carboxamide